C(C)(C)NC(O[C@H]1C[C@H](CC1)C1=CC(=NN1)NC(=O)C=1C(=NN(C1)C1=C(C(=CC=C1)O)C=O)C(F)F)=O (1R,3S)-3-(3-(3-(difluoromethyl)-1-(2-formyl-3-hydroxyphenyl)-1H-pyrazole-4-carboxamido)-1H-pyrazol-5-yl)cyclopentyl isopropylcarbamate